C(C)(C)(C)OC(C[C@@H]1OC(O[C@@H](C1)\C=C\C=1C(=NC2=CC=CC=C2C1C1=CC=C(C=C1)F)C1CC1)(C)C)=O (4R,6S)-6-[(1E)-2-[2-Cyclopropyl-4-(4-fluorophenyl)-3-quinolinyl]ethenyl]-2,2-dimethyl-1,3-dioxane-4-acetic acid tert-butyl ester